CC1(OCCO1)C1=CC=C(C#N)C=C1 4-(2-methyl-1,3-dioxolan-2-yl)benzonitrile